C(OCCN1CCC2(OCCO2)CC1)(OC1=CC=CC=C1)=O 2-(1,4-dioxa-8-azaspiro[4.5]decan-8-yl)ethyl phenyl carbonate